2-(2,6-diethylphenyl)-3-(2,5-difluoro-4-nitrophenyl)-4,5,6,7-tetrahydro-2H-pyrazolo[4,3-c]pyridine hydrochloride Cl.C(C)C1=C(C(=CC=C1)CC)N1N=C2C(CNCC2)=C1C1=C(C=C(C(=C1)F)[N+](=O)[O-])F